FC=1C=C(C=C(C1F)F)CN (3,4,5-Trifluorophenyl)methanamine